BrC1=C2C=C(C(=NC2=CC(=C1)C)C1=NON=C1C)C1=CC=C(C=C1)F 3-(5-bromo-3-(4-fluorophenyl)-7-methylquinolin-2-yl)-4-methyl-1,2,5-oxadiazole